N-(2,6-dioxopiperidin-3-yl)-2-fluoro-3-(2-oxopyrrolidin-1-yl)methylbenzamide O=C1NC(CCC1NC(C1=C(C(=CC=C1)CN1C(CCC1)=O)F)=O)=O